(9Z,9'Z,9''Z,12Z,12'Z,12''Z)-5-((2-hydroxyethoxy)carbonyl)benzene-1,2,3-triyl tris(octadeca-9,12-dienoate) C(CCCCCCC\C=C/C\C=C/CCCCC)(=O)OC1=C(C(=CC(=C1)C(=O)OCCO)OC(CCCCCCCC=CCC=CCCCCC)=O)OC(CCCCCCCC=CCC=CCCCCC)=O